BrC1=C(C=C2C(=NNC2=C1)I)OC 6-bromo-3-iodo-5-methoxy-1H-indazole